piperidine-3-carboxamide 2,2,2-trifluoroacetate FC(C(=O)O)(F)F.N1CC(CCC1)C(=O)N